Cl.FC1=CC=C(C=C1)C(CN1CCC(CC1)CN1N=CC=C(C1=O)C1=CC=CC=C1)=O 2-((1-(2-(4-fluorophenyl)-2-oxoethyl)piperidin-4-yl)methyl)-4-phenylpyridazin-3(2H)-one hydrochloride